Cl.NC(CO)(CO)CCC1=CC=C(C=C1)CCCCCCCC 2-amino-2-[2-(4-octylphenyl)ethyl]propan-1,3-diol hydrochloride